FC(C(=O)O)(F)F.NC=1C(=NC(=CN1)C1=C(C=CC(=C1)C(C(F)(F)F)(C(=O)N)O)C)C(=O)NC12CCC(CC1)(CC2)C#N 3-amino-6-(5-(3-amino-1,1,1-trifluoro-2-hydroxy-3-oxopropan-2-yl)-2-methylphenyl)-N-(4-cyanobicyclo[2.2.2]octan-1-yl)pyrazine-2-carboxamide trifluoroacetate